O\C(\C(=O)OC)=C/C(=O)C=1C=NN(C1)C methyl (Z)-2-hydroxy-4-(1-methyl-1H-pyrazol-4-yl)-4-oxobut-2-enoate